C(#N)CC1CC(C1)(C1=NN=CN1C)C=1C=C(C=CC1)N1CC2=C(C=C(C=C2C1=O)CN(C(OC(C)(C)C)=O)C1(CCC1)C)C(F)(F)F tert-butyl ((2-(3-(3-(cyanomethyl)-1-(4-methyl-4H-1,2,4-triazol-3-yl)cyclobutyl)phenyl)-3-oxo-7-(trifluoromethyl)isoindolin-5-yl)methyl)(1-methylcyclobutyl)-carbamate